(R)-3-(3-(1-(4-fluorophenyl)propoxy)-4-((2,2,2-trifluoroethyl)sulfonamido)phenyl)-5-(pyrazin-2-ylamino)-1H-pyrazole-4-carboxamide FC1=CC=C(C=C1)[C@@H](CC)OC=1C=C(C=CC1NS(=O)(=O)CC(F)(F)F)C1=NNC(=C1C(=O)N)NC1=NC=CN=C1